COC=1C=C(C=CC1OC)C1=CC(=NO1)C1=CC=C(C=C1)CC(=O)N (4-(5-(3,4-dimethoxyphenyl)isoxazol-3-yl)phenyl)acetamide